C1(CC1)CNC1=C(C#N)C=C(C=C1)C1=NC(=NO1)C=1C=CC2=C(NC(O2)=O)C1 2-((cyclopropyl-methyl)amino)-5-(3-(2-oxo-2,3-dihydrobenzo[d]oxazol-5-yl)-1,2,4-oxadiazol-5-yl)benzonitrile